5,6-difluoro-1-[(4-methoxyphenyl)methyl]-3-(trifluoromethyl)-5,6-dihydro-cyclopenta[c]pyrazol-4-one FC1C(C2=C(N(N=C2C(F)(F)F)CC2=CC=C(C=C2)OC)C1F)=O